C(#N)C1=NC(=NC(=C1)C)N1CCN(CC1)S(=O)(=O)C1=CC=C(C=C1)NC(C1=C(C=CC(=C1)C=O)N(S(=O)(=O)C)C)=O N-(4-((4-(4-cyano-6-methylpyrimidin-2-yl)piperazin-1-yl)sulfonyl)phenyl)-5-formyl-2-(N-methylmethylsulfonamido)benzamide